2,4,5-trichloroimidazole ClC=1NC(=C(N1)Cl)Cl